NC1=CC=C(C=N1)C=1C2=C3N(N=C2C(=C(C1)Cl)Cl)CCN([C@@H]3C)C(=O)C3=NC=C(C=N3)OC (R)-(10-(6-aminopyridin-3-yl)-7,8-dichloro-1-methyl-3,4-dihydropyrazino[1,2-b]indazol-2(1H)-yl)(5-methoxypyrimidin-2-yl)methanone